C(C)(C)(C)C1=C2C=CC=NC2=C(C(=C1)C(C=1C=C(C(=O)NCCCCCCCCCCNC2=C3C(N(C(C3=CC=C2)=O)C2C(NC(CC2)=O)=O)=O)C=CC1)NC(CCC)=O)O 3-((5-(tert-butyl)-8-hydroxyquinolin-7-yl)(butyramido)-methyl)-N-(10-((2-(2,6-dioxopiperidin-3-yl)-1,3-dioxoisoindolin-4-yl)amino)-decyl)benzamide